COC=1C=C(C=CC1)C1=NN2C(=NC=3C=CC=CC3C2=N1)N[C@@H]1C(NCCCC1)=O (3S)-3-{[2-(3-methoxyphenyl)[1,2,4]triazolo[1,5-c]quinazolin-5-yl]amino}azepan-2-one